((2S,4S)-1-acryloyl-4-(7-(2-chloro-3-methylphenyl)-4-(3-(dimethylamino)-3-methylazetidin-1-yl)-6-fluoro-8-methyl-1H-[1,2,3]triazolo[4,5-c]quinolin-1-yl)piperidin-2-yl)acetonitrile C(C=C)(=O)N1[C@@H](C[C@H](CC1)N1N=NC=2C(=NC=3C(=C(C(=CC3C21)C)C2=C(C(=CC=C2)C)Cl)F)N2CC(C2)(C)N(C)C)CC#N